NC1(N)C(C=CC=C1)N o-diaminoaniline